CC1(CN2C(O1)=C(C=N2)[S@](=O)(N)=NC(NC2=C1CCC1=CC=1CCC21)=O)C (S)-2,2-dimethyl-N'-(tricyclo[6.2.0.03,6]deca-1,3(6),7-trien-2-ylcarbamoyl)-2,3-dihydropyrazolo[5,1-b]oxazole-7-sulfonimidamide